The molecule is a C-glycosyl compound that is apigenin substituted by beta-D-glucopyranosyl and an alpha-L-arabinopyranosyl moieties at positions 6 and 8 via C-glycosidic linkages. It has a role as an antinematodal drug and an antioxidant. It is a C-glycosyl compound and a trihydroxyflavone. It derives from an apigenin. C1[C@@H]([C@@H]([C@H]([C@@H](O1)C2=C3C(=C(C(=C2O)[C@H]4[C@@H]([C@H]([C@@H]([C@H](O4)CO)O)O)O)O)C(=O)C=C(O3)C5=CC=C(C=C5)O)O)O)O